(4-((5-((2-aminopyridin-3-yl)ethynyl)-2,6-naphthyridin-3-yl)amino)phenyl)(imino)(methyl)-λ6-sulfanone NC1=NC=CC=C1C#CC1=C2C=C(N=CC2=CC=N1)NC1=CC=C(C=C1)S(=O)(C)=N